4-Methyl-N-(5-(3-methyl-2-oxo-1-(tetrahydro-2H-pyran-4-yl)-2,3-dihydro-1H-imidazo[4,5-c]quinolin-8-yl)pyridin-2-yl)piperazine-1-carboxamide CN1CCN(CC1)C(=O)NC1=NC=C(C=C1)C1=CC=2C3=C(C=NC2C=C1)N(C(N3C3CCOCC3)=O)C